COC=1C2=C(N=C(N1)C)C(N(C2)C(CC2CN(C2)C2=CC(=NC=C2)C(F)(F)F)=O)C 1-(4-Methoxy-2,7-dimethyl-5,7-dihydro-6H-pyrrolo[3,4-d]pyrimidin-6-yl)-2-(1-(2-(trifluoromethyl)pyridin-4-yl)azetidin-3-yl)ethan-1-one